FC(C=1C=C(CC=2C(=NC=CC2)NN)C=C(C1)F)F (3-(difluoromethyl)-5-fluorobenzyl)-2-hydrazinopyridine